2-methyl-4-(((R)-1-(3-nitro-5-(trifluoromethyl)phenyl)ethyl)amino)-6-(((S)-tetrahydrofuran-3-yl)oxy)pyrido[2,3-d]pyrimidin-7(8H)-one CC=1N=C(C2=C(N1)NC(C(=C2)O[C@@H]2COCC2)=O)N[C@H](C)C2=CC(=CC(=C2)C(F)(F)F)[N+](=O)[O-]